ClCCOCCOC1=CC=C(C=C1)C(C)(CC(C)(C)C)C 1-(2-(2-chloroethoxy)ethoxy)-4-(2,4,4-trimethylpentan-2-yl)benzene